2-((2-methoxy-4-(piperidin-1-yl)phenyl)amino)-N-methyl-N-phenylpyrimidine-5-carboxamide COC1=C(C=CC(=C1)N1CCCCC1)NC1=NC=C(C=N1)C(=O)N(C1=CC=CC=C1)C